OC[C@H]1N(C[C@@H]([C@H]([C@@H]1O)O)O)CC1=NC(=CC=C1)CNC1=CC(=CC(=C1)C=1OC=CN1)C (2R,3R,4R,5S)-2-(hydroxymethyl)-1-{[6-({[3-methyl-5-(1,3-oxazol-2-yl)phenyl]amino}methyl)pyridin-2-yl]methyl}piperidine-3,4,5-triol